5-methylsulfonyl-4-oxo-1-[4-(trifluoromethoxy)phenyl]cinnoline-3-carboxylic acid 3-methoxypropyl ester COCCCOC(=O)C1=NN(C2=CC=CC(=C2C1=O)S(=O)(=O)C)C1=CC=C(C=C1)OC(F)(F)F